COC1=C(C=C2C(=NC=NC2=C1)NC1=C(C=CC(=C1)C1OCCC1)OC)OC1CCN(CC1)C(C=C)=O 1-(4-((7-methoxy-4-((2-methoxy-5-(tetrahydrofuran-2-yl)phenyl)amino)quinazolin-6-yl)oxy)piperidin-1-yl)prop-2-en-1-one